tert-butyl 4-(2-(2,6-dioxopiperidin-3-yl)-7-methyl-1,4-dioxo-1,2,3,4-tetrahydro-5H-pyrrolo[3,4-c]pyridin-5-yl)piperidine-1-carboxylate O=C1NC(CCC1N1CC=2C(N(C=C(C2C1=O)C)C1CCN(CC1)C(=O)OC(C)(C)C)=O)=O